2-(2,6-dioxopiperidin-3-yl)-6-fluoro-1-oxo-3H-isoindole-5-carboxylic acid O=C1NC(CCC1N1C(C2=CC(=C(C=C2C1)C(=O)O)F)=O)=O